(R)-(1,3-dimethyl-azetidin-3-yl)-(5-ethynyl-pyridin-3-yl)-(4-isopropyl-phenyl)-methanol CN1CC(C1)(C)[C@](O)(C1=CC=C(C=C1)C(C)C)C=1C=NC=C(C1)C#C